5-[5-(2,7-Diazaspiro[3.5]nonan-2-yl)[1,3]thiazolo[5,4-d][1,3]thiazol-2-yl]-7-fluoro-2-methyl-2H-indazol C1N(CC12CCNCC2)C=2SC1=C(N2)SC(=N1)C1=CC2=CN(N=C2C(=C1)F)C